1-(2-trimethylsilylethoxymethyl)imidazole-2-carbaldehyde C[Si](CCOCN1C(=NC=C1)C=O)(C)C